Cl.Cl.FC(N1N=CC(=C1)C=1C=C(C=2N(C1)N=CC2C#N)C=2C=NC(=CC2)N2CCNCC2)F 6-(1-(difluoromethyl)-1H-pyrazol-4-yl)-4-(6-(piperazin-1-yl)pyridin-3-yl)pyrazolo[1,5-a]pyridine-3-carbonitrile dihydrochloride